C(C)(C)(C)OC([C@H](NC(=O)OC(C)(C)C)CC1=CC=C(C=C1)O)=O N-Boc-D-tyrosine tert-butyl ester